FC(C(=O)O)(F)F.NC1CCC(CC1)NC(C)=O N-[(1R,4R)-4-aminocyclohexyl]acetamide, trifluoroacetic acid salt